O=C([C@H](C)NC(C)=O)N1C(C(N(C(C1([2H])[2H])([2H])[2H])C1=CC(=C(C=C1)[2H])C(F)(F)F)([2H])[2H])([2H])[2H] (S)-N-(1-oxo-1-(4-(3-(trifluoromethyl)phenyl-4-d)piperazin-1-yl-2,2,3,3,5,5,6,6-d8)propan-2-yl)acetamide